stearoyl-trimethylsilane di-n-butyl-trans-4-cyclohexene-1,2-dicarboxylate C(CCC)OC(=O)[C@H]1[C@@H](CC=CC1)C(=O)OCCCC.C(CCCCCCCCCCCCCCCCC)(=O)[Si](C)(C)C